tert-butyl ((3R,6S)-6-(((tert-butyldimethylsilyl)oxy)methyl)-3,6-dihydro-2H-pyran-3-yl)carbamate [Si](C)(C)(C(C)(C)C)OC[C@@H]1C=C[C@H](CO1)NC(OC(C)(C)C)=O